(S)-ethyl 2-(6-(2,5-difluorophenyl)-3-thioxo-3,5,6,7-tetrahydro-2H-pyrrolo[1,2-c]imidazol-1-yl)acetate FC1=C(C=C(C=C1)F)[C@@H]1CC=2N(C(NC2CC(=O)OCC)=S)C1